C(C)OCOC1=C(C(=O)C2=CC=C(C(=O)O)C=C2)C=CC(=C1)C 4-(2-(ethoxymethoxy)-4-methylbenzoyl)benzoic acid